ClC=1C=C(C(=NC1)OC)C=1OC(=NN1)C1=C(C(=C(C=C1)F)I)F 2-(5-chloro-2-methoxypyridin-3-yl)-5-(2,4-difluoro-3-iodophenyl)-1,3,4-oxadiazole